COC1=CC=C(C=C1)[C@H](CC)C1=C(NC=2N(C1=O)N=C(C2N2CCCCC2)C2=CC=CC=C2)C (S)-6-(1-(4-methoxyphenyl)propyl)-5-methyl-2-phenyl-3-(piperidin-1-yl)pyrazolo[1,5-a]pyrimidin-7(4H)-one